C1(CC1)[C@@](CNC(=O)C=1NC(C(=CN1)C)=O)(CC1=C(C=C(C=C1)F)F)C (S)-N-(2-cyclopropyl-3-(2,4-difluorophenyl)-2-methylpropyl)-5-methyl-6-oxo-1,6-dihydropyrimidine-2-carboxamide